COC(CCCN)(O)OC 4-aminobutyric acid dimethyl acetal